C(C)(C)(C)C1=NN=C2N1C(N(C1=C2N=CC(=C1)N1CCC(CC1)OC)CC1=CC=C(C=C1)OC)=O 3-tert-Butyl-6-[(4-methoxyphenyl)methyl]-8-(4-methoxypiperidin-1-yl)pyrido[2,3-e][1,2,4]triazolo[4,3-c]pyrimidin-5(6H)-one